C(C)N(C(=O)C1CN(C2CN3C4=C(C2=C1)C=C(C=C4C=C3)F)C)CC Racemic-N,N-diethyl-2-fluoro-8-methyl-7a,8,9,10-tetrahydro-7H-indolo[7,1-fg][1,7]naphthyridine-10-carboxamide